isocyanatohydroxyethyl methacrylate C(C(=C)C)(=O)OCC(O)N=C=O